(4S,5S)-5-((S)-5H-Imidazo[5,1-a]isoindol-5-yl)-3-methyl-4,5,6,7-tetrahydropyrazolo[1,5-a]pyridin-4-ol C=1N=CN2C1C1=CC=CC=C1[C@@H]2[C@H]2[C@@H](C=1N(CC2)N=CC1C)O